ClC=1C=C(OC2C(C(C2(C)C)NC(=O)C=2C=NC(=NC2)N(CCNC(OC(C)(C)C)=O)C)(C)C)C=CC1C#N tert-butyl N-[2-[[5-[[3-(3-chloro-4-cyano-phenoxy)-2,2,4,4-tetramethyl-cyclobutyl]carbamoyl]pyrimidin-2-yl]-methyl-amino]ethyl]carbamate